tert-butyl 6-(4-(4-((3R,4S)-3-cyano-3-cyclopropyl-4-methyl-2-oxopyrrolidin-1-yl)pyrrolo[1,2-b]pyridazin-6-yl)-1H-pyrazol-1-yl)-2-azaspiro[3.3]heptane-2-carboxylate C(#N)[C@@]1(C(N(C[C@H]1C)C=1C=2N(N=CC1)C=C(C2)C=2C=NN(C2)C2CC1(CN(C1)C(=O)OC(C)(C)C)C2)=O)C2CC2